3-chloro-4-fluoro-2-iodophenyl N,N-diethylcarbamate C(C)N(C(OC1=C(C(=C(C=C1)F)Cl)I)=O)CC